2-(6-((cyclopropylmethyl)amino)-4-(1-((4-methyl-4H-1,2,4-triazol-3-yl)methyl)cyclobutyl)pyridin-2-yl)-6-(hydroxymethyl)-4-(trifluoromethyl)-isoindolin-1-one C1(CC1)CNC1=CC(=CC(=N1)N1C(C2=CC(=CC(=C2C1)C(F)(F)F)CO)=O)C1(CCC1)CC1=NN=CN1C